CC1=CC=C2N=C(C=3N(C2=C1)C=NN3)NC3=CC=C(C=C3)C(C)C 8-Methyl-N-(4-isopropylphenyl)-[1,2,4]triazolo[4,3-a]quinoxalin-4-amine